NC=1C=C2C(C3=CC(C=CC3=C(C2=CC1)C1=C(C(=O)[O-])C=CC=C1)=[NH2+])(C)C 2-(6-amino-3-iminio-10,10-dimethyl-3,10-dihydroanthracen-9-yl)benzoate